C(=C)C1=[N+](C=CC=C1)[C@@H](CCS(=O)(=O)[O-])C r-(3-(2-vinylpyridinium-1-yl) butane-1-sulfonate)